2-(3-((4-methyl-4H-1,2,4-triazol-3-yl)(oxetan-3-yl)ethyl)phenyl)-6-((S)-1-((1-methylcyclobutyl)amino)methyl)-4-(trifluoromethyl)isoindolin-1-one CN1C(=NN=C1)C(CC=1C=C(C=CC1)N1C(C2=CC(=CC(=C2C1)C(F)(F)F)CNC1(CCC1)C)=O)C1COC1